2-cyclopropyl-11-oxo-11H-pyrido[2,1-b]quinazoline-6-carboxylic acid C1(CC1)C=1C=C2C(N3C(=NC2=CC1)C(=CC=C3)C(=O)O)=O